N[C@@H]([C@@H](C)O)C1=CC=CC=C1 (1r,2r)-1-amino-1-phenylpropan-2-ol